N-[1-(2,2-difluoroethyl)-1H-pyrazolo[3,4-b]pyrazin-6-yl]-2-[6-(trifluoromethyl)pyridin-3-yl]-2-azaspiro[4.4]nonan-7-amine FC(CN1N=CC=2C1=NC(=CN2)NC2CC1(CCN(C1)C=1C=NC(=CC1)C(F)(F)F)CC2)F